C1(CC1)CN1C(=CC=2C1=NC(=CC2)CC)C=2N=C1N(C(=CC(=C1)C(=O)N1CC3(C1)CCCNC3)OC)C2C [2-[1-(cyclopropylmethyl)-6-ethylpyrrolo[2,3-b]pyridin-2-yl]-5-methoxy-3-methylimidazo[1,2-a]pyridin-7-yl]-(2,8-diazaspiro[3.5]nonan-2-yl)methanone